2-(2-(pyridin-2-yl)-6,7-dihydro-5H-cyclopenta[d]pyrimidin-4-yl)-1,2-oxazepan N1=C(C=CC=C1)C=1N=C(C2=C(N1)CCC2)N2OCCCCC2